F[Ni-2](F)(F)(F)(F)F.[K+].[K+] Potassium hexafluoro-nickel (IV)